(S)-1,4-dioxan-2-carboxylic acid O1[C@@H](COCC1)C(=O)O